ClC(=C)C(CO)(CO)CCC 2-(1-chlorovinyl)-2-propyl-1,3-propanediol